CC1(C(C2=CC=CC=C2C1)N1C=NC=C1C(=O)OC)C methyl 1-(2,3-dihydro-2,2-dimethyl-inden-1-yl)-1H-imidazole-5-carboxylate